benzyl 5-(4-tert-butoxycarbonylpiperazin-1-yl)-3,4-dihydro-2H-quinoline-1-carboxylate C(C)(C)(C)OC(=O)N1CCN(CC1)C1=C2CCCN(C2=CC=C1)C(=O)OCC1=CC=CC=C1